C(C)(C)(C)C1CCN(CC1)C1=CC(=C2C=NC(=NN21)N[C@H]2[C@@H](COCC2)O)F (3S,4R)-4-((7-(4-(tert-butyl)piperidin-1-yl)-5-fluoropyrrolo[2,1-f][1,2,4]triazin-2-yl)amino)tetrahydro-2H-pyran-3-ol